6-(5,6-difluoro-1H-benzo[d]imidazole-2-carbonyl)-2-(1-phenylcyclopropyl)-5,6,7,8-tetrahydropyrido[4,3-d]pyrimidin-4(3H)-one FC1=CC2=C(NC(=N2)C(=O)N2CC3=C(N=C(NC3=O)C3(CC3)C3=CC=CC=C3)CC2)C=C1F